6-[5-[(1S)-1-[[6-chloro-8-(trifluoromethyl)quinazolin-4-yl]amino]ethyl]-1,2,4-triazol-1-yl]pyrimidine-4-carboxylic acid ClC=1C=C2C(=NC=NC2=C(C1)C(F)(F)F)N[C@@H](C)C1=NC=NN1C1=CC(=NC=N1)C(=O)O